ethyl 4-(((3R,6S)-6-methylpiperidin-3-yl)amino)-1H-pyrrolo[2,3-b]pyridine-5-carboxylate C[C@H]1CC[C@H](CN1)NC1=C2C(=NC=C1C(=O)OCC)NC=C2